ClC1=CC=CC=2N1N=C(C2C(C)C)I 7-chloro-2-iodo-3-(propan-2-yl)pyrazolo[1,5-A]pyridine